ClC1=C2C(=NC=C1)C(=C(S2)COC2OCCCC2)F 7-chloro-3-fluoro-2-(((tetrahydro-2H-pyran-2-yl)oxy)methyl)thieno[3,2-b]pyridine